C12(CC(C1)C2)N(C(C(F)(F)F)=O)CC2=CC=C(C=C2)[C@@H]2N([C@H](CC1=CC(=CC=C21)OC)CCCC)C(C#C)=O N-{bicyclo[1.1.1]pentan-1-yl}-N-({4-[(1S,3S)-3-butyl-6-methoxy-2-(prop-2-ynoyl)-1,2,3,4-tetrahydroisoquinolin-1-yl]phenyl}methyl)-2,2,2-trifluoroacetamide